N-acryloyl-β-alanine C(C=C)(=O)NCCC(=O)O